CCCCC1=C(C=CC=C1O)O n-butyl-resorcinol